FC1=CC=C2C(CC(OC2=C1)(C)C)NC(=O)[C@H]1[C@@H](C1)[C@@H](N1C(NC(CC1=O)(C)C)=[NH2+])C=1C=[NH+]C=CC1 [1-[(R)-[(1R,2R)-2-[(7-fluoro-2,2-dimethyl-chroman-4-yl)carbamoyl]cyclopropyl]-pyridin-1-ium-3-yl-methyl]-4,4-dimethyl-6-oxo-hexahydropyrimidin-2-ylidene]ammonium